(R)-1-Boc-3-piperidinamine C(=O)(OC(C)(C)C)N1C[C@@H](CCC1)N